sodium N,N'-distearylethylenediamine dipropionate C(CC)(=O)[O-].C(CC)(=O)[O-].C(CCCCCCCCCCCCCCCCC)NCCNCCCCCCCCCCCCCCCCCC.[Na+].[Na+]